C1OCCN2C1=CC=1C=CC=CC21 4H-[1,4]oxazino[4,3-a]indole